CC1=CC=C(C=C1)S(=O)(=O)O.N1CCC(CC1)C1=CC=CC=2OC(OC21)CC=2SC1=C(N2)C=CC=C1 2-((4-(piperidin-4-yl)benzo[d][1,3]dioxolan-2-yl)methyl)benzo[d]thiazole 4-methylbenzenesulfonate